CC1=C(C(=CC(=C1)OCCC1=CC=CC=C1)C)C(=S)NC=1C=C(C=CC1C(F)(F)F)[C@@H]1[C@@H](C1)C(=O)OCC Ethyl (1R,2S)-2-[3-({[2,6-dimethyl-4-(2-phenylethoxy)phenyl]carbonothioyl}amino)-4-(trifluoromethyl)phenyl]cyclopropanecarboxylate